O1C2=C(OCC1)C=C(C=C2)N2C(NNC2=S)=O 4-(2,3-dihydrobenzo[b][1,4]dioxin-6-yl)-5-thioxo-1,2,4-triazolidin-3-one